(S)-3-(3-(4-hydroxy-1,5-dimethyl-2-oxo-1,2-dihydropyridin-3-yl)ureido)-3-(3-(pyridin-3-yl)phenyl)propanoic acid OC1=C(C(N(C=C1C)C)=O)NC(N[C@@H](CC(=O)O)C1=CC(=CC=C1)C=1C=NC=CC1)=O